C(C)(=O)N[C@@H]1[C@@H](O)O[C@@H]([C@H]([C@@H]1O)O)CO 2-acetamido-2-deoxy-α-D-mannopyranose